(5S,8S)-N-(2,4-dichlorobenzyl)-5-fluoro-8-hydroxy-8-methyl-5,6,7,8-tetrahydroquinoline-5-carboxamide ClC1=C(CNC(=O)[C@]2(C=3C=CC=NC3[C@@](CC2)(C)O)F)C=CC(=C1)Cl